isopropyl 2-((4-((2-(dimethylamino)ethyl) (methyl)amino)-2-methoxy-5-nitrophenyl)amino)-4-(5-fluoro-3,3-dimethyl-2,3-dihydro-1H-pyrrolo[3,2-b]pyridin-1-yl)pyrimidine-5-carboxylate CN(CCN(C1=CC(=C(C=C1[N+](=O)[O-])NC1=NC=C(C(=N1)N1CC(C2=NC(=CC=C21)F)(C)C)C(=O)OC(C)C)OC)C)C